NCC1CCC(CC1)C(=O)N[C@@H](CCCCNC(C=1C=NC=CC1)=O)C(NCCCC[C@H](NC(N[C@@H](CCC(=O)OC(C)(C)C)C(=O)OC(C)(C)C)=O)C(=O)OC(C)(C)C)=O tri-tert-butyl (7S,14S,18S)-7-{[(1r,4S)-4-(aminomethyl)cyclohexane-1-carbonyl]amino}-1,8,16-trioxo-1-(pyridin-3-yl)-2,9,15,17-tetraazaicosane-14,18,20-tricarboxylate